(6-bromoquinolin-2-yl)methanol BrC=1C=C2C=CC(=NC2=CC1)CO